OC(=O)C(F)(F)F.O=C1NC(CCC1N1C(C2=CC=C(C=C2C1=O)N1CC2(C1)CN(C2)CC2CCNCC2)=O)=O 2-(2,6-dioxopiperidin-3-yl)-5-[6-(piperidin-4-ylmethyl)-2,6-diazaspiro[3.3]hept-2-yl]isoindole-1,3-dione TFA salt